tert-butyl 7-(4,4,5,5-tetramethyl-1,3,2-dioxaborolan-2-yl)-2-azaspiro[3.5]non-6-ene-2-carboxylate CC1(OB(OC1(C)C)C1=CCC2(CN(C2)C(=O)OC(C)(C)C)CC1)C